C(C1=CC=CC=C1)OC=1C(C(=CN2C1C(N1[C@@H](C=CC([C@H]2C1)=O)C)=O)C(=O)NCC1=C(C=C(C=C1)F)F)=O (3R,7R)-12-(benzyloxy)-N-(2,4-difluorobenzyl)-3-methyl-1,6,11-trioxo-1,6,7,11-tetrahydro-3H-2,7-methanopyrido[1,2-a][1,4]diazonine-10-carboxamide